acetyl-3-bromopropanethiol C(C)(=O)C(CCBr)S